C(C)N1N=C(C2=C1C(NCC1(CCOCC1)C2)=O)CC(COC(C2=C(C=CC=C2)C)=O)(C)C 2-Methylbenzoic acid [3-(1-ethyl-8-oxo-spiro[6,7-dihydro-4H-pyrazolo[3,4-c]azepin-5,4'-tetrahydropyran]-3-yl)-2,2-dimethyl-propyl] ester